FC1=C(C=C2CC(C(C2=C1)NC(O[C@@H]1CN2CCC1CC2)=O)(C)C)C2=CC(=CC=C2)C(C)C (S)-quinuclidin-3-yl (6-fluoro-5-(3-isopropylphenyl)-2,2-dimethyl-2,3-dihydro-1H-inden-1-yl)carbamat